tert-butyl N-[[1-(p-tolylsulfonyl)-6-(thiazol-4-ylmethoxy)-5-(trifluoromethyl)indol-2-yl]methyl]carbamate C1(=CC=C(C=C1)S(=O)(=O)N1C(=CC2=CC(=C(C=C12)OCC=1N=CSC1)C(F)(F)F)CNC(OC(C)(C)C)=O)C